N1=C(C(=C2N1C=CC=C2)N)N pyrazolo[1,5-a]pyridine-2,3-diamine